N-(3-(2-hydroxypropan-2-yl)bicyclo[1.1.1]pentan-1-yl)-2-(4-isobutoxy-3-isopropyl-6-oxopyridazin-1(6H)-yl)acetamide OC(C)(C)C12CC(C1)(C2)NC(CN2N=C(C(=CC2=O)OCC(C)C)C(C)C)=O